C1OC2=CC=C(C=C[N+](=O)[O-])C=C2O1 4-methylenedioxy-beta-nitrostyrene